BrC1=CC=CC=2C=C3C(=NC12)CCC3 5-bromo-2,3-dihydro-1H-cyclopenta[b]quinoline